tert-butyl-3-ethylpiperazine-1-carboxylate C(C)(C)(C)OC(=O)N1CC(NCC1)CC